(4-(2-amino-5-(1-(piperidin-4-yl)-1H-pyrazol-4-yl)pyridin-3-yl)-3-fluorophenyl)-3-(4-fluorophenyl)-1-methyl-4-oxo-1,4-dihydropyridine-2,5-dicarboxamide NC1=NC=C(C=C1C1=C(C=C(C=C1)C1=C(C(C(=C(N1C)C(=O)N)C1=CC=C(C=C1)F)=O)C(=O)N)F)C=1C=NN(C1)C1CCNCC1